6-methyl-9-acryloyloxy-10-methoxy-1,4-dihydro-1,4-methanoanthracene CC=1C=C2C(=C3C4C=CC(C3=C(C2=CC1)OC(C=C)=O)C4)OC